C(C)(=O)O[C@@H](COC1=CC=C(C=C1)C(C)(C)C1=CC(=C(C(=C1)Cl)OC[C@@H](CCl)O)Cl)CN(C(C)=O)S(=O)(=O)C (R)-1-(4-(2-(3,5-dichloro-4-((S)-3-chloro-2-hydroxypropoxy)phenyl)propan-2-yl)phenoxy)-3-(N-(methylsulfonyl)acetamido)propan-2-yl acetate